4-((1R,5S)-3,8-diazabicyclo[3.2.1]octan-3-yl)-6-chloro-1-(3-(dimethylamino)propyl)-8-fluoro-7-((R or S)-3-hydroxynaphthalen-1-yl)quinazolin-2(1H)-one [C@H]12CN(C[C@H](CC1)N2)C2=NC(N(C1=C(C(=C(C=C21)Cl)C2=CC(=CC1=CC=CC=C21)O)F)CCCN(C)C)=O